O[C@]1(CC[C@@]2([C@H]3CC[C@@]4([C@H](CC[C@H]4[C@@H]3CC=C2C1)[C@@H](CCC(=O)O)C)C)C)C1=CC=C(C=C1)C1=CC=CC=C1 (4R)-4-[(3S,8S,9S,10R,13R,14S,17R)-3-hydroxy-10,13-dimethyl-3-(4-phenylphenyl)-1,2,4,7,8,9,11,12,14,15,16,17-dodecahydrocyclopenta[a]phenanthren-17-yl]pentanoic acid